ClC1=C(C=CC=C1)C[C@H](C)N1C(=NC2=C1C=CC=1CCN(CC21)C(=O)OC)[C@H]2C[C@@H](CCC2)C(=O)O (1R,3R)-3-{3-[(2S)-1-(2-chlorophenyl)propan-2-yl]-8-(methoxycarbonyl)-3H,6H,7H,8H,9H-imidazo[4,5-h]isoquinolin-2-yl}cyclohexane-1-carboxylic acid